CC1(CCN(CC1)C=1SC=2C(=NC(=CN2)SC=2C(=NC=CC2)C(F)(F)F)N1)N 4-Methyl-1-(5-[(2-(trifluoromethyl)pyridin-3-yl)thio]thiazolo[4,5-b]pyrazin-2-yl)piperidin-4-amine